N-[3-[2-(4-chlorophenyl)tetrazol-5-yl]-1-bicyclo[1.1.1]pentanyl]-5-(1-methylsulfonylcyclopropyl)furan-2-carboxamide ClC1=CC=C(C=C1)N1N=C(N=N1)C12CC(C1)(C2)NC(=O)C=2OC(=CC2)C2(CC2)S(=O)(=O)C